NC1CC2(CC(C2)O)C1 Racemic-6-aminospiro[3.3]heptane-2-ol